ClC=1C=C(C=CC1)C1OCCN(C1)CC(COC1=CC=C(C=C1)N(S(=O)(=O)C)C)O N-(4-(3-(2-(3-chlorophenyl)morpholino)-2-hydroxypropoxy)phenyl)-N-methylmethanesulfonamide